N-(3-chloro-4-methylphenyl)-1-[5-(pyridin-4-yl)-1H-pyrazole-3-carbonyl]piperidine-4-carboxamide ClC=1C=C(C=CC1C)NC(=O)C1CCN(CC1)C(=O)C1=NNC(=C1)C1=CC=NC=C1